FC=1C=C(C=C(C1)F)[C@@H]1CC[C@H]2OC3(C(N21)=O)CCN(CC3)C(=O)C=3SC=CN3 (5'S,7a'R)-5'-(3,5-difluoro-phenyl)-1-(thiazole-2-carbonyl)tetrahydro-3'H-spiro[piperidine-4,2'-pyrrolo[2,1-b]oxazol]-3'-one